phenylindene C1=CC=C(C=C1)C2C=CC3=CC=CC=C23